C1(=CC=C(C=C1)SCCCCCCCCCCC(C(=O)O)=C)C1=CC=CC=C1 10-([1,1'-biphenyl]-4-ylthio)decyl-acrylic acid